2-[6-(4-Acetylpiperazin-1-yl)-4-oxoquinazolin-3-yl]acetic acid C(C)(=O)N1CCN(CC1)C=1C=C2C(N(C=NC2=CC1)CC(=O)O)=O